C1(CC1)C1=NC=NC(=C1C1=NC=C(C(=N1)NCC1=C(C=C(C=C1)N1N=C(C=C1C)C(F)(F)F)F)/C=C/C(=O)OC)OC methyl (2E)-3-[2-(4-cyclopropyl-6-methoxypyrimidin-5-yl)-4-[({2-fluoro-4-[5-methyl-3-(trifluoromethyl)-1H-pyrazol-1-yl]phenyl}methyl)amino]pyrimidin-5-yl]prop-2-enoate